(2S,11aR)-6-(3-Fluoropyridin-2-yl)-8-methyl-2-((2-oxo-1,2,3,4-tetrahydroquinolin-7-yl)oxy)-2,3,11,11a-tetrahydro-1H,5H-benzo[f]pyrrolo[2,1-c][1,4]oxazepin-5-one FC=1C(=NC=CC1)C1=CC(=CC2=C1C(N1[C@@H](CO2)C[C@@H](C1)OC1=CC=C2CCC(NC2=C1)=O)=O)C